OC1C[C@@H]2[C@@H](CN(C2)C(=O)OC(C)(C)C)C1 Tert-butyl (3aR,5r,6aS)-5-hydroxyhexahydrocyclopenta[c]pyrrole-2(1H)-carboxylate